methyl 3-((diphenylmethylene)amino)-1-methylcyclopentane-1-carboxylate C1(=CC=CC=C1)C(C1=CC=CC=C1)=NC1CC(CC1)(C(=O)OC)C